Cl.BrC1=C(\C=N\NCC2=C(C=C(C=C2)OC)OC)C=CC(=C1OC)Br (E)-1-(2,4-dibromo-3-methoxybenzylidene)-2-(2,4-dimethoxybenzyl)hydrazine hydrochloride